NC1=NC(=NC=2N1N=C(N2)C=2OC=CC2)N2C[C@@H](CCC2)CN2CCN(CC2)C2=C(OCC(=O)OC)C=CC=C2 Methyl (S)-2-(2-(4-((1-(7-amino-2-(furan-2-yl)-[1,2,4]triazolo[1,5-a][1,3,5]triazin-5-yl)piperidin-3-yl)methyl)piperazin-1-yl)phenoxy)acetate